COC(N[C@@H]1CC[C@H](CC1)C=1SC(=CN1)C1=C(C=C(C=C1)Br)S(NCC)(=O)=O)=O trans-N-[4-[5-[4-bromo-2-(ethylsulfamoyl)phenyl]thiazol-2-yl]cyclohexyl]carbamic acid methyl ester